1-(5-fluoro-4-{1-[4-(trifluoromethoxy)benzoyl]piperidin-4-yl}-1H-pyrrolo[2,3-b]pyridine-2-carbonyl)-4-methylpiperazine FC=1C(=C2C(=NC1)NC(=C2)C(=O)N2CCN(CC2)C)C2CCN(CC2)C(C2=CC=C(C=C2)OC(F)(F)F)=O